FC1([C@H](CNC1)NC1=CC=CC(=N1)C1=CN=C2N1C=C(C=C2)C(C(F)(F)F)(C)O)F 2-(3-(6-(((S)-4,4-difluoropyrrolidin-3-yl)amino)pyridin-2-yl)imidazo[1,2-a]pyridin-6-yl)-1,1,1-trifluoropropan-2-ol